N1N=CC(=C1)C=1C=CC(=C(C1)O)C=1N=NC(=CC1)CC1CC(NC(C1)(C)C)(C)C 5-(1H-pyrazol-4-yl)-2-(6-((2,2,6,6-tetramethylpiperidin-4-yl)methyl)pyridazin-3-yl)phenol